di-n-pentyl-4-cyclohexene-1,2-dicarboxylic acid C(CCCC)C1=C(CC(C(C1)C(=O)O)C(=O)O)CCCCC